2-(5-(((1R,5S,6s)-3-azabicyclo[3.1.0]hexan-6-yl)(methyl)amino)pyrazin-2-yl)-5-(1H-imidazol-1-yl)phenol [C@@H]12CNC[C@H]2C1N(C=1N=CC(=NC1)C1=C(C=C(C=C1)N1C=NC=C1)O)C